N-((1S,4S)-5-(5-(7,8-dimethyl-[1,2,4]triazolo[1,5-a]pyridin-6-yl)-4-isopropyl-3-methyl-6H-thieno[2,3-b]pyrrol-2-yl)bicyclo[2.2.1]heptan-2-yl)oxetan-3-amine CC1=C(C=2N(C=C1C1=C(C3=C(N1)SC(=C3C)C3[C@@H]1CC([C@H](C3)C1)NC1COC1)C(C)C)N=CN2)C